BrC1=C(C=C2C(N(C(C2=C1)=O)C1C(NC(CC1)=O)=O)=O)CN1CCN(CC1)C1=CC=C(C(=O)NC2=CC(=C(C=C2)C)NC2=NC=CC(=N2)C=2C=NC=CC2)C=C1 4-(4-((6-bromo-2-(2,6-dioxopiperidin-3-yl)-1,3-dioxoisoindolin-5-yl)methyl)piperazin-1-yl)-N-(4-methyl-3-((4-(pyridin-3-yl)pyrimidin-2-yl)amino)phenyl)benzamide